N-(2-{[3-(Difluoromethyl)phenyl](4-fluorophenyl)amino}ethyl)acetamide FC(C=1C=C(C=CC1)N(CCNC(C)=O)C1=CC=C(C=C1)F)F